4-amino-2-ethoxy-N-methyl-N-(5-nitrothiazol-2-yl)benzamide NC1=CC(=C(C(=O)N(C=2SC(=CN2)[N+](=O)[O-])C)C=C1)OCC